C(C)(C)(C)C1=C(C=C(NC)C=C1)Cl 4-(tert-butyl)-3-chloro-N-methylaniline